(6-(5-chloro-1-((2-(3-fluoro-4-methoxyphenyl)pyrimidin-5-yl)methyl)-1H-indazole-7-carboxamido)spiro[3.3]heptan-2-yl)acetic acid ClC=1C=C2C=NN(C2=C(C1)C(=O)NC1CC2(CC(C2)CC(=O)O)C1)CC=1C=NC(=NC1)C1=CC(=C(C=C1)OC)F